6-(4-((7-Ethyl-6-oxo-5,6-dihydro-1,5-naphthyridin-3-yl)methyl)piperazin-1-yl)-5-fluoro-N-methylnicotinamide C(C)C=1C(NC=2C=C(C=NC2C1)CN1CCN(CC1)C1=NC=C(C(=O)NC)C=C1F)=O